FC(C=1C=C(C=C(C1)C(F)(F)F)C(C(=O)N(C)C=1C=NC(=CC1C1=C(C=C(C=C1)F)C)C=1CCSCC1)(C)C)(F)F 2-(3,5-bis-trifluoromethyl-phenyl)-N-[6-(3,6-dihydro-2H-thiopyran-4-yl)-4-(4-fluoro-2-methyl-phenyl)-pyridin-3-yl]-N-methyl-isobutyramide